CS(=O)(=O)OCC=1N(C2=C(C(=CC=C2C1)Cl)Cl)CCNC(=O)OC(C)(C)C (1-(2-((tert-butoxycarbonyl)amino)ethyl)-6,7-dichloro-1H-indol-2-yl)methyl methanesulfonate